2,4,6-trichlorophenoxyacetic acid ClC1=C(OCC(=O)O)C(=CC(=C1)Cl)Cl